C(CCC)OC1=CC=C(C=C1)S(=O)(=O)C=1C=NC2=CC=C(C=C2C1N1CCN(CCC1)C)C(=O)NCCO 3-((4-butoxyphenyl)sulfonyl)-N-(2-hydroxyethyl)-4-(4-methyl-1,4-diazepan-1-yl)quinoline-6-carboxamide